[Ni+2].C1(=CC=CC=C1)C(=S)C(=S)C1=CC=CC=C1.C1(=CC=CC=C1)C(=S)C(=S)C1=CC=CC=C1 Bis(dithiobenzil) nickel (II)